(E)-3-(4-((2-(2-Chloro-4-fluorobenzoyl)-6-hydroxybenzo[b]thiophen-3-yl)oxy)phenyl)acrylic acid ClC1=C(C(=O)C2=C(C3=C(S2)C=C(C=C3)O)OC3=CC=C(C=C3)/C=C/C(=O)O)C=CC(=C1)F